C(C)OC(C(C(=O)OCC)=CNC1=C(C=C(C=C1)C)Br)=O 2-(((2-bromo-4-methylphenyl)amino)methylene)malonic acid diethyl ester